5-(4-(((2,5-dimethylpyrimidin-4-yl)amino)methyl)-2-fluoro-6-hydroxyphenyl)-1,2,5-thiadiazolidin-3-one 1,1-dioxide CC1=NC=C(C(=N1)NCC1=CC(=C(C(=C1)O)N1CC(NS1(=O)=O)=O)F)C